C(C)(C)(C)C1=CC(=NC=C1)C1=CC(=CC=2C3=C(OC21)C=2C=CC=CC2C=C3)OC3=CC=2NC1=CC=CC=C1C2C=C3 2-((10-(4-(tert-butyl)pyridin-2-yl)naphtho[1,2-b]benzofuran-8-yl)oxy)-9H-carbazole